5-{2-[4-(6-fluoro-benzo[d]isoxazol-3-yl)-piperidin-1-yl]-ethyl}-2-methyl-6,7-dihydro-5H-pyrazolo[1,5-a]pyrazin-4-one FC1=CC2=C(C(=NO2)C2CCN(CC2)CCN2C(C=3N(CC2)N=C(C3)C)=O)C=C1